C1[C@@H]([C@@H]([C@H]([C@H](O1)C2=C3C(=C(C(=C2O)[C@H]4[C@@H]([C@H]([C@@H]([C@H](O4)CO)O)O)O)O)C(=O)C=C(O3)C5=CC=C(C=C5)O)O)O)O The molecule is a flavone C-glycoside that is apigenin attached to a beta-D-glucopyranosyl and a beta-L-arabinopyranosyl residues at positions 6 and 8 respectively via C-glycosidic linkage. It has a role as a plant metabolite. It is a flavone C-glycoside and a dihydroxyflavone. It derives from an apigenin.